2,4-dioctyl-2,4-decanediol C(CCCCCCC)C(C)(CC(CCCCCC)(O)CCCCCCCC)O